The molecule is a gamma-amino acid that is cyclohexane substituted at position 1 by aminomethyl and carboxymethyl groups. Used for treatment of neuropathic pain and restless legs syndrome. It has a role as an anticonvulsant, a calcium channel blocker, an environmental contaminant and a xenobiotic. It derives from a gamma-aminobutyric acid. C1CCC(CC1)(CC(=O)O)CN